FC=1C=C(C=CC1F)CC(=O)Cl (3,4-difluorophenyl)acetyl chloride